C1(CC1)C=1C(=NC(=NC1)NC=1C(=NN(C1)C1CN(CC1)C)C)NCCCN1CCOCCC1=O 4-(3-((5-cyclopropyl-2-((3-methyl-1-(1-methylpyrrolidin-3-yl)-1H-pyrazol-4-yl)amino)pyrimidin-4-yl)amino)propyl)-1,4-oxazepan-5-one